methyl 2-((3S,7S)-12-(benzyloxy)-10-((2,4-difluorobenzyl)carbamoyl)-3-methyl-1,11-dioxo-1,4,5,11-tetrahydro-3H-2,7-methanopyrido[1,2-a][1,4]diazonin-6(7H)-ylidene)acetate C(C1=CC=CC=C1)OC=1C(C(=CN2C1C(N1[C@H](CCC([C@H]2C1)=CC(=O)OC)C)=O)C(NCC1=C(C=C(C=C1)F)F)=O)=O